OC1=C(C=CC(=C1)C(=O)O)C1=CC=CC=C1 hydroxy[1,1'-biphenyl]-4-carboxylic acid